C(C)N1[C@@H]2CCC3=C([C@H]2C=2C=C(C(=CC2C1)O)C)C=C(C(=C3)F)O (6aR,12bS)-(+)-N-ethyl-2-methyl-10-fluoro-3,11-dihydroxy-5,6,6a,7,8,12b-hexahydrobenzo[a]phenanthridine